methyl 1-((5-(1-(tert-butoxycarbonyl)azetidin-3-yl)-3-methylpyridin-2-yl)methyl)piperidine-4-carboxylate C(C)(C)(C)OC(=O)N1CC(C1)C=1C=C(C(=NC1)CN1CCC(CC1)C(=O)OC)C